2-[2-[(3aR,7aS)-6-methyl-3,3a,4,5,7,7a-hexahydro-2H-pyrrolo[2,3-c]pyridin-1-yl]oxazolo[4,5-b]pyridin-5-yl]-3-methyl-5-(trifluoromethyl)-phenol CN1C[C@@H]2[C@H](CC1)CCN2C=2OC=1C(=NC(=CC1)C1=C(C=C(C=C1C)C(F)(F)F)O)N2